C(C)(C)OC1(OCCCC1)C(=O)N isopropoxytetrahydro-2H-pyran-2-carboxamide